C(C)(C)(C)C=1C=C(C2=C(N=C(O2)CCCCCCCCCCCCCCC)C1)C(C)(C)C 5,7-di-tert-butyl-2-pentadecyl-benzoxazole